1-((S)-2-hydroxy-2-((3R,5R,8R,9S,10S,13S,14S,17S)-3-hydroxy-10,13-dimethyl-3-propylhexadecahydro-1H-cyclopenta[a]phenanthren-17-yl)propyl)-1H-pyrazole-4-carbonitrile O[C@@](CN1N=CC(=C1)C#N)(C)[C@H]1CC[C@H]2[C@@H]3CC[C@@H]4C[C@](CC[C@@]4([C@H]3CC[C@]12C)C)(CCC)O